(Acetyl)amide C(C)(=O)[NH-]